CC(=O)NC1=CC(=NC=C1)OC N-(2-methoxypyridin-4-yl)acetamide